NC(C(=O)O)CCCCCCCCCCN 2,12-diaminododecanoic acid